CC1CCC=2C1=NC1=C(C2N)CCC1C 3,5-dimethyl-1,2,3,5,6,7-hexahydrodicyclopenta[b,e]pyridin-8-amine